3,5-diamino-4'-n-undecylbenzophenone NC=1C=C(C(=O)C2=CC=C(C=C2)CCCCCCCCCCC)C=C(C1)N